2-([1,1'-biphenyl]-4-yl)propan-2-ol C1(=CC=C(C=C1)C(C)(C)O)C1=CC=CC=C1